C(C1=CC=CC=C1)OC(CC=C)(C(F)(F)F)C1=NN=C(O1)C1=NC(=C(C=C1NC(OC(C)(C)C)=O)C(F)(F)F)CNCCC=C tert-Butyl N-[2-[5-[1-benzyloxy-1-(trifluoromethyl)but-3-enyl]-1,3,4-oxadiazol-2-yl]-6-[(but-3-enylamino)methyl]-5-(trifluoromethyl)-3-pyridyl]carbamate